2-{3-[(3S)-3-[(2-formyl-3-hydroxyphenoxy)methyl]morpholine-4-carbonyl]pyridin-2-yl}acetic acid C(=O)C1=C(OC[C@H]2N(CCOC2)C(=O)C=2C(=NC=CC2)CC(=O)O)C=CC=C1O